N-(2,4-dimethoxybenzyl)-2-(5-carbonyl-4,5-dihydro-1H-1,2,4-triazol-3-yl)acetamide tert-butyl-((3R)-1-(4-(2,6-dioxopiperidin-3-yl)-3,5-difluorophenyl)pyrrolidin-3-yl)carbamate C(C)(C)(C)N(C(O)=O)[C@H]1CN(CC1)C1=CC(=C(C(=C1)F)C1C(NC(CC1)=O)=O)F.COC1=C(CNC(CC2=NNC(N2)=C=O)=O)C=CC(=C1)OC